1,3-diphenyl-1-propenyloxy(dimethyl)(trimethylsilylmethyl)silane C1(=CC=CC=C1)[SiH](OC=CCC1=CC=CC=C1)C([Si](C)(C)C)(C)C